C1(=CC=C2C=CC=CC=C12)N[C@@H](C)C(=O)O (1-azulenyl)-L-alanine